4,4'-[(2-hydroxyphenyl)methylene]bis(2-methylphenol) OC1=C(C=CC=C1)C(C1=CC(=C(C=C1)O)C)C1=CC(=C(C=C1)O)C